N1(CCCC2=CC=CC=C12)C1=NOC(=N1)C1=NN(C=2CC(CCC12)(C)C)CC (3,4-dihydroquinolin-1(2H)-yl)-5-(1-ethyl-6,6-dimethyl-4,5,6,7-tetrahydro-1H-indazol-3-yl)-1,2,4-oxadiazole